1-(ethynylsulfinyl)-propane C(#C)S(=O)CCC